BrC1=CC=2C(OCCC2S1)CN (2-bromo-6,7-dihydro-4H-thieno[3,2-c]pyran-4-yl)methanamine